1,9-diazabicyclo-[6.4.0]dodec-8-ene N12CCCCCCC2=NCCC1